FC(OC1=C(C=C(C=C1)C1=NC=C(C(=N1)C)C(=O)NC1=CC(=CC=C1)C(CC)(F)F)C1=NC=CC=C1)F 2-(4-(difluoromethoxy)-3-(pyridin-2-yl)phenyl)-N-(3-(1,1-difluoropropyl)phenyl)-4-methylpyrimidine-5-carboxamide